C1(CC1)C=1C=CC(=NC1)C1=CC(=C(C(=O)O)C=C1F)O[C@H](C(F)(F)F)C (S)-4-(5-cyclopropylpyridin-2-yl)-5-fluoro-2-((1,1,1-trifluoropropan-2-yl)oxy)benzoic acid